1-((3R,4S)-4-(3-((4-amino-5-(4-chloro-3-methylphenyl)-7-isopropyl-7H-pyrrolo[2,3-d]pyrimidin-6-yl)ethynyl)azetidin-1-yl)-3-fluoropiperidin-1-yl)prop-2-en-1-one NC=1C2=C(N=CN1)N(C(=C2C2=CC(=C(C=C2)Cl)C)C#CC2CN(C2)[C@@H]2[C@@H](CN(CC2)C(C=C)=O)F)C(C)C